1-[(8aS)-6-chloro-5-(2-chloro-6-hydroxyphenyl)-8a,9,11,12-tetrahydro-pyrazino[2',1':3,4][1,4]oxazepino[5,6,7-de]quinazolin-10(8H)-yl]prop-2-en-1-one ClC1=C2C3=C(N=CN=C3C=C1C1=C(C=CC=C1O)Cl)N1[C@H](CO2)CN(CC1)C(C=C)=O